C(C)(C)N1N=CC(=C1)N[C@H]1CN(CCC1)C (3R)-N-(1-isopropylpyrazol-4-yl)-1-methyl-piperidin-3-amine